OC1=CC=C2C(=CC(OC2=C1)=O)C(CNC(OCC=C)=O)CC Allyl (2-(7-hydroxy-2-oxo-2H-chromen-4-yl)butyl)carbamate